1-(phenylsulfonyl)-3-(4,4,5,5-tetramethyl-1,3,2-dioxaborolan-2-yl)-1H-pyrrole C1(=CC=CC=C1)S(=O)(=O)N1C=C(C=C1)B1OC(C(O1)(C)C)(C)C